1-fluoro-2-(7-fluoro-1-methoxyisoquinolin-8-yl)-5-methyl-12-(methylthio)-5a,6,7,8,9,10-hexahydro-5H-4-oxa-3,10a,11,13,14-pentaaza-6,9-methanonaphtho[1,8-ab]heptalene-14-carboxylate FC1=C2N=C(N=C3C2=C(OC(C2C4CCC(CN32)N4C(=O)[O-])C)N=C1C=1C(=CC=C4C=CN=C(C14)OC)F)SC